(S)-2-amino-N-(1-(5-((1-cyclopropyl-1H-pyrazol-4-yl)ethynyl)-4-oxo-3-phenyl-3,4-dihydroquinazolin-2-yl)ethyl)pyrazolo[1,5-a]pyrimidine-3-carboxamide NC1=NN2C(N=CC=C2)=C1C(=O)N[C@@H](C)C1=NC2=CC=CC(=C2C(N1C1=CC=CC=C1)=O)C#CC=1C=NN(C1)C1CC1